phosphenic acid P(O)(=O)=O